C(C=C)(=O)N1CCN(CC1)C1=NC(=C(C=2CN(CCC12)C1=CC=CC2=CC=CC=C12)C#N)N1CCN(CC1)C(CC)=O 1-(4-acryloylpiperazin-1-yl)-6-(naphthalen-1-yl)-3-(4-propionylpiperazin-1-yl)-5,6,7,8-tetrahydro-2,6-naphthyridine-4-carbonitrile